(2S,3S)-N-(3-chloro-4-fluoro-phenyl)-1-[3-cyano-6-methyl-4-(trifluoromethyl)-2-pyridyl]-3-hydroxy-pyrrolidine-2-carboxamide ClC=1C=C(C=CC1F)NC(=O)[C@H]1N(CC[C@@H]1O)C1=NC(=CC(=C1C#N)C(F)(F)F)C